(1S,2R)-2-(((S)-(3-fluoro-4-isopropylphenyl)(phenyl)methyl)carbamoyl)cyclopentane-1-carboxylic acid FC=1C=C(C=CC1C(C)C)[C@H](C1=CC=CC=C1)NC(=O)[C@H]1[C@H](CCC1)C(=O)O